C(C)(C)(C)C1=CC=C(C(=O)NCC2=CC=C(C=C2)B(O)O)C=C1 4-((4-tert-butylbenzoylamino)methyl)phenylboronic acid